S1CN=C(C1)C1CC=CC=C1 2-(2,5-dihydrothiazole-4-yl)-2H-benzol